C(C)N(CC)CCN(CCOC(OC(CCCCCCCCC(=O)OCC(CCCCCCCC)CCCCCC)CCCCCC)=O)C(C)C 2-hexyldecyl 3-ethyl-12-hexyl-6-isopropyl-10-oxo-9,11-dioxa-3,6-diazaheneicosane-21-ate